4-(quinolin-2-yl)guaiacol N1=C(C=CC2=CC=CC=C12)C=1C=C(C(=CC1)OC)O